2-hydroxy-2-methyl-1-(2-prop-1-en-2-ylphenyl)propan-1-one OC(C(=O)C1=C(C=CC=C1)C(=C)C)(C)C